2-(1-(2-phenoxypyridin-4-yl)cyclopropyl)-6,7,8,9-tetrahydro-3H-pyrimido[5,4-c]azepin-4(5H)-one O(C1=CC=CC=C1)C1=NC=CC(=C1)C1(CC1)C=1NC(C=2CNCCCC2N1)=O